OC(CS(=O)(=O)O)CN1CCOCC1 2-Hydroxy-3-(morpholin-4-yl)propane-1-sulfonic acid